glycyl-prolyl-arginyl-4-methoxy-beta-naphthylamine NCC(=O)N1[C@@H](CCC1)C(=O)N[C@@H](CCCNC(N)=N)C(=O)NC1=CC2=CC=CC=C2C(=C1)OC